5-[4-amino-5-(trifluoromethyl)pyrrolo[2,1-f][1,2,4]triazin-7-yl]-2-methoxy-N-[(2-phenoxyphenyl)methyl]benzamide NC1=NC=NN2C1=C(C=C2C=2C=CC(=C(C(=O)NCC1=C(C=CC=C1)OC1=CC=CC=C1)C2)OC)C(F)(F)F